(R)-(1-ETHYL-3-OXO-PROPYL)-CARBAMIC ACID BENZYL ESTER C(C1=CC=CC=C1)OC(N[C@@H](CC=O)CC)=O